O1-tert-Butyl O4-ethyl piperidine-1,4-dicarboxylate N1(CCC(CC1)C(=O)OCC)C(=O)OC(C)(C)C